FC(C)(F)C=1C=CC(=NC1)C1CCN(CC1)C(=O)OC(C)(C)C tert-Butyl 4-(5-(1,1-difluoroethyl)pyridin-2-yl)piperidine-1-carboxylate